(S)-2-((1,7-dimethyl-2-oxo-6-(2-oxoethyl)-1,2,3,4,5,6-hexahydrobenzo[b][1,4]diazocin-3-yl)amino)-6-methyl-4-(trifluoromethyl)nicotinonitrile CN1C2=C(N(CC[C@@H](C1=O)NC1=C(C#N)C(=CC(=N1)C)C(F)(F)F)CC=O)C(=CC=C2)C